Cl.Cl.FC1=CC=C(C=C1)CC=1C=C2C(=NC1)C(CN2C(CN2[C@H](CN[C@@H](C2)C)CN2CCOCC2)=O)(C)C 1-{6-[(4-Fluorophenyl)methyl]-3,3-dimethyl-1H,2H,3H-pyrrolo[3,2-b]pyridin-1-yl}-2-[(2R,5R)-5-methyl-2-(morpholin-4-ylmethyl)piperazin-1-yl]ethan-1-one dihydrochloride